(E)-1-(4-(difluoromethoxy)phenyl)-N-(3-(1-fluoroprop-1-en-1-yl)phenyl)-3-methyl-5-oxo-4,5-dihydro-1H-pyrazole-4-carboxamide FC(OC1=CC=C(C=C1)N1N=C(C(C1=O)C(=O)NC1=CC(=CC=C1)/C(=C\C)/F)C)F